C12(CC3CC(CC(C1)C3)C2)CC2=NOC(=N2)[C@H](CC=2N=CNC2)NC([C@H](CC2=C(C=C(C=C2C)O)C)NC([C@@H](CCN)NC(=N)N)=O)=O (R)-N-((S)-1-(((S)-1-(3-(adamantan-1-ylmethyl)-1,2,4-oxadiazol-5-yl)-2-(1H-imidazol-4-yl)ethyl)amino)-3-(4-hydroxy-2,6-dimethylphenyl)-1-oxopropan-2-yl)-4-amino-2-guanidinobutyramide